(1R,2S,3R,5R)-3-(4-amino-6,7-dihydro-cyclopenta[4,5]pyrrolo[2,3-d]pyrimidin-8(5H)-yl)-5-(((2-aminoquinolin-7-yl)oxy)methyl)cyclopentane-1,2-diol NC=1C2=C(N=CN1)N(C1=C2CCC1)[C@H]1[C@@H]([C@@H]([C@H](C1)COC1=CC=C2C=CC(=NC2=C1)N)O)O